dimethyl-2-methylenebicyclo[3.1.1]heptan-3-ol CC1(C(C(C2CC1C2)=C)O)C